FC=1C=2N(C=C(C1)C1=CNC=3N=C(N=C(C31)OC)N[C@@H]3CC[C@@H](CC3)OC([2H])([2H])[2H])C=CN2 5-(8-fluoroimidazo[1,2-a]pyridin-6-yl)-4-methoxy-N-(cis-4-(methoxy-d3)cyclohexyl)-7H-pyrrolo[2,3-d]pyrimidin-2-amine